3-Hydroxyoleoylcarnitine CCCCCCCC/C=C\CCCCCC(CC(=O)OC(CC(=O)[O-])C[N+](C)(C)C)O